(±)-2-(cis-1-benzhydryl-3-methoxypiperidin-4-yl)acetic acid ethyl ester C(C)OC(C[C@@H]1[C@@H](CN(CC1)C(C1=CC=CC=C1)C1=CC=CC=C1)OC)=O |r|